NC1=C(C=C(OC2=CC(=NC=C2)N2CC(CC2)C#N)C=C1)F 1-(4-(4-amino-3-fluorophenoxy)pyridin-2-yl)pyrrolidine-3-carbonitrile